COC(=O)C1(CC=2C(=C(NC(C2)=O)C)C1)C(=O)OC 1-methyl-3-oxo-5,7-dihydro-2H-cyclopenta[c]pyridine-6,6-dicarboxylic acid dimethyl ester